tert-butyl (3R)-3-(3-bromo-2-methyl-phenoxy)-8-azaspiro[4.5]decane-8-carboxylate BrC=1C(=C(O[C@@H]2CCC3(C2)CCN(CC3)C(=O)OC(C)(C)C)C=CC1)C